monononyl-tin oxide C(CCCCCCCC)[Sn]=O